C(C)(C)(C)OC(=O)N1CC2C(C1)CC(C2)C(=O)O 2-(t-butoxycarbonyl)octahydrocyclopenta[c]pyrrole-5-carboxylic acid